Cl.C(C)N=C=NCCCN(C)C Ethyl-3-(3-dimethylaminopropyl)carbodiimid-Hydrochlorid